FC=1C=C(CNS(=O)(=O)C=2C(=NC=C(C2)F)OC(F)F)C=C(C1)F N-(3,5-difluorobenzyl)-2-(difluoromethoxy)-5-fluoropyridine-3-sulfonamide